4'-TERT-BUTYLBIPHENYL-2-YLBORONIC ACID C(C)(C)(C)C1=CC=C(C=C1)C1=C(C=CC=C1)B(O)O